BrC1=CC=C(C=C1)N1C(N(CC1)CC1CCOCC1)=O 1-(4-bromophenyl)-3-((tetrahydro-2H-pyran-4-yl)methyl)imidazolidin-2-one